CC(=O)O[C@H](COCCCCCCCCC=C)COP(=O)([O-])OCC[N+](C)(C)C 1-(9E-decenyl)-2-acetyl-sn-glycero-3-phosphocholine